COC(N(C1(CC1)C1=CC(=C(C=C1)F)C(F)(F)F)CC1(CC1)N)=O ((1-aminocyclopropyl)methyl)(1-(4-fluoro-3-(trifluoromethyl)phenyl)cyclopropyl)carbamic acid methyl ester